6-(4-amino-3-fluorophenoxy)-5-ethynyl-pyrimidin-4-amine NC1=C(C=C(OC2=C(C(=NC=N2)N)C#C)C=C1)F